C(C)C1(COC1)COCC1OC1 3-ethyl-3-((oxiranylmethoxy)methyl)oxetane